C(C1=CC=CC=C1)OC1=CC=C(C(=C1CC(C(=O)OC)(C1=CC=CC=C1)O)Br)C(F)(F)F methyl 3-(6-(benzyloxy)-2-bromo-3-(trifluoromethyl) phenyl)-2-hydroxy-2-phenylpropionate